FC(C(=O)O)(F)F.[C@H]12COC[C@H](CNC1)N2C=2C=C(OC1CCN(CC1)C(=O)OCC1=CC=CC=C1)C=CC2 benzyl 4-[3-[(1R,5S)-3-oxa-7,9-diazabicyclo[3.3.1]nonan-9-yl]phenoxy]piperidine-1-carboxylate trifluoroacetate